C(#N)C1=C(C(=NC(=C1)CC1=C(C=CC=C1Cl)Cl)C(CCC(=O)O)=O)O 4-[4-Cyano-6-(2,6-dichloro-benzyl)-3-hydroxy-pyridin-2-yl]-4-oxo-butyric acid